5-[2-(2-fluoro-6-trifluoromethylphenyl)-5-phenyl-3H-imidazol-4-yl]-3-(propane-2-sulfonyl)-3H-imidazo[4,5-b]pyridin-2-ylamine mesylate S(C)(=O)(=O)O.FC1=C(C(=CC=C1)C(F)(F)F)C1=NC(=C(N1)C1=CC=C2C(=N1)N(C(=N2)N)S(=O)(=O)C(C)C)C2=CC=CC=C2